2-azaspiro[3.4]octane-2-carboxylic acid methyl ester COC(=O)N1CC2(C1)CCCC2